CC=1C=C(C=CC1)NC(CNCC1=C(C=CC=C1)N)=O N-(3-methylphenyl)-2-((2-aminobenzyl)amino)acetamide